2-amino-N-[2-(2,5-dioxo-2,5-dihydro-1H-pyrrol-1-yl)ethyl]cyclopentanecarboxamide NC1C(CCC1)C(=O)NCCN1C(C=CC1=O)=O